Methyl 3-({3-[(4-methylbenzene-1-sulfonyl)oxy]-4-(2-octylcyclopropyl)butyl} sulfanyl)propanoate CC1=CC=C(C=C1)S(=O)(=O)OC(CCSCCC(=O)OC)CC1C(C1)CCCCCCCC